Ethyl (S)-4-cyano-3-methoxybutyrate C(#N)C[C@@H](CC(=O)OCC)OC